ethyl 2-(5-fluoro-4-isobutoxy-3-isopropyl-6-oxopyridazin-1(6H)-yl)acetate FC1=C(C(=NN(C1=O)CC(=O)OCC)C(C)C)OCC(C)C